IC=1C=NC=CC1CN1C=NC(=C1)C#N 1-((3-iodopyridin-4-yl)methyl)-1H-imidazole-4-carbonitrile